2-methyl-5-[3-(1,3,5-trimethylpyrazol-4-yl)pyrazolo[1,5-a]pyridin-5-yl]furan-3-carboxylic acid CC=1OC(=CC1C(=O)O)C1=CC=2N(C=C1)N=CC2C=2C(=NN(C2C)C)C